5-((2-(2,6-dioxopiperidin-3-yl)-1,3-dioxoisoindolin-4-yl)oxy)pentanal tert-Butyl-4-((S)-2-((tert-butyldimethylsilyl)oxy)propyl)octahydro-1H-pyrrolo[3,2-b]pyridine-1-carboxylate C(C)(C)(C)OC(=O)N1CCC2N(CCCC21)C[C@H](C)O[Si](C)(C)C(C)(C)C.O=C2NC(CCC2N2C(C1=CC=CC(=C1C2=O)OCCCCC=O)=O)=O